(4R)-tert-butyl 4-(1-(2,6-dioxopiperidin-3-yl)-2-oxo-1,2-dihydrobenzo[cd]indol-5-yl)azepane-1-carboxylate O=C1NC(CCC1N1C(C2=C3C(C=CC=C13)=C(C=C2)[C@H]2CCN(CCC2)C(=O)OC(C)(C)C)=O)=O